NCC1=CC(NO1)=O 5-(aminomethyl)-1,2-oxazol-3(2H)-one